4-allyloxy-3,5-dimethoxy-phenethylamine C(C=C)OC1=C(C=C(CCN)C=C1OC)OC